NCCS(=O)(=O)[O-].C[NH2+]C dimethyl-ammonium taurinate